sinapoyl myristate C(CCCCCCCCCCCCC)(=O)OC(\C=C\C1=CC(OC)=C(O)C(OC)=C1)=O